BrC=1C(=NC(=CC1)NCCCC(=O)OC(C)(C)C)C(=O)OCC 2-Ethyl 3-bromo-6-[(4-tert-butoxy-4-oxo-butyl)amino]pyridine-2-carboxylate